2-(2-chloro-4-(2-(piperazin-1-yl)ethoxy)phenyl)-1-((4-chloropyridin-2-yl)methyl)-4-(1-methylcyclopropoxy)-1H-imidazo[4,5-c]pyridine ClC1=C(C=CC(=C1)OCCN1CCNCC1)C=1N(C2=C(C(=NC=C2)OC2(CC2)C)N1)CC1=NC=CC(=C1)Cl